ClC1=NN2C(N=CC3=C2[C@@](CN3C(=O)NC=3C=NC(=C(C3)Cl)C(NOC)=O)(C(F)(F)F)C)=C1 (R)-2-chloro-N-(5-chloro-6-(methoxycarbamoyl)pyridin-3-yl)-8-methyl-8-(trifluoromethyl)-7,8-dihydro-6H-pyrazolo[1,5-a]pyrrolo[2,3-e]pyrimidine-6-carboxamide